Dimethyl(1-(quinolin-6-ylmethyl)-1H-[1,2,3]triazolo[4,5-b]pyrazin-6-yl)phosphine oxide CP(C1=CN=C2C(=N1)N(N=N2)CC=2C=C1C=CC=NC1=CC2)(C)=O